OP(O)OP(O)O.C(C)(C)(C)C1=C(C=CC(=C1)C(C)(C)C)C1=CC=C(C=C1)C1=CC=CC=C1 (2,4-di-t-butylphenyl) 4,4'-biphenyl-diphosphite